BrC=1C(=NC(=NC1)NC1=C(C=C(C(=C1)C=1C=NN(C1)C)N1N=C2C(=C1)CNC2)OC)NC=2C(=C1N=CC=NC1=CC2)P(C)(C)=O (6-((5-Bromo-2-((4-(5,6-dihydropyrrolo[3,4-c]pyrazol-2(4H)-yl)-2-Methoxy-5-(1-methyl-1H-pyrazol-4-yl)phenyl)amino)pyrimidin-4-yl)amino)quinoxalin-5-yl)dimethylphosphine oxide